5-((S)-2,3-dihydro-1H-inden-1-yl)-N-((S)-4-oxo-2,3,4,5-tetrahydropyrido[3,2-b][1,4]oxazepin-3-yl)-4H-1,2,4-triazole-3-carboxamide [C@@H]1(CCC2=CC=CC=C12)C=1NC(=NN1)C(=O)N[C@@H]1C(NC2=C(OC1)C=CC=N2)=O